(S)-4-iodo-5-methyl-1-(oxetan-2-ylmethyl)-1H-imidazole IC=1N=CN(C1C)C[C@H]1OCC1